1-(7Z,10Z,13Z,16Z-docosatetraenoyl)-2-pentadecanoyl-glycero-3-phosphoserine CCCCCCCCCCCCCCC(=O)O[C@H](COC(=O)CCCCC/C=C\C/C=C\C/C=C\C/C=C\CCCCC)COP(=O)(O)OC[C@@H](C(=O)O)N